5,10,15,20-tetraphenyl-21H,23H-porphyrin zinc (II) [Zn+2].C1(=CC=CC=C1)C=1C2=CC=C(N2)C(=C2C=CC(C(=C3C=CC(=C(C=4C=CC1N4)C4=CC=CC=C4)N3)C3=CC=CC=C3)=N2)C2=CC=CC=C2